(2R,3R,4R,5R,6R)-5-acetamido-2-(acetoxymethyl)-6-chlorotetrahydro-2H-pyran-3,4-diyl diacetate C(C)(=O)O[C@H]1[C@H](O[C@@H]([C@@H]([C@H]1OC(C)=O)NC(C)=O)Cl)COC(C)=O